5,6-dimethoxyl-2-((4-(trifluoromethyl)benzyl)thio)benzo[d]oxazole O(C)C=1C(=CC2=C(N=C(O2)SCC2=CC=C(C=C2)C(F)(F)F)C1)OC